C(CCCCCCCCCCCCCCC)N(O)CCCCCCCCCCCCCCCC N,N-di-hexadecylhydroxylamine